ClC1=C2C(=NC=C1)C=C(S2)C=O 7-chlorothieno[3,2-b]pyridine-2-carbaldehyde